[6-[3-(1-hydroxycyclopropyl)-1H-1,2,4-triazol-5-yl]-2-azaspiro[3.3]heptan-2-yl]-[6-[[1-methyl-3-(trifluoromethyl)pyrazol-4-yl]methyl]-2-azaspiro[3.3]heptan-2-yl]methanone OC1(CC1)C1=NNC(=N1)C1CC2(CN(C2)C(=O)N2CC3(C2)CC(C3)CC=3C(=NN(C3)C)C(F)(F)F)C1